FC(C(C(S(=O)(=O)[O-])(F)F)(S(=O)(=O)[O-])F)(F)F.[Li+].[Li+] lithium hexafluoropropylenedisulfonate